C1=CC(=C(C=C1Cl)O)OC2=C(C=C(C=C2)Cl)Cl 2,4,4'-trichloro-2'-hydroxy diphenyl ether